Cl[Si](C=1C=C(C=CC1)N1C2=CC=CC=C2C=2C=CC=CC12)(C1=CC=CC=C1)C1=CC=CC=C1 9-(3-(chlorodiphenylsilyl)phenyl)-9H-carbazole